F[C@@]12[C@@H](CNCC1)CN(C2=O)CC2CC(C2)C(=O)O 3-(((3aS,7aR)-7a-fluoro-1-oxooctahydro-2H-pyrrolo[3,4-c]pyridin-2-yl)methyl)cyclobutane-1-carboxylic acid